C(C)(C)(C)OC(=O)N1CCC=C(C1)B1OC(C(O1)(C)C)(C)C.C(C1=CC=CC=C1)CCCCCBr benzyl-5-bromopentane tert-butyl-5-(4,4,5,5-tetramethyl-1,3,2-dioxaborolan-2-yl)-3,6-dihydropyridine-1(2H)-carboxylate